3-(2-methoxypyrimidin-5-yl)-3-(4-(3-(5,6,7,8-tetrahydro-1,8-naphthyridin-2-yl)propyl)-2H-1,2,3-triazol-2-yl)propanoic acid COC1=NC=C(C=N1)C(CC(=O)O)N1N=CC(=N1)CCCC1=NC=2NCCCC2C=C1